tert-butyl (S)-8-cyclopropyl-9-oxooctahydro-2H-pyrazino[1,2-a]pyrazine-2-carboxylate C1(CC1)N1C([C@H]2N(CCN(C2)C(=O)OC(C)(C)C)CC1)=O